2-(6,7-dihydro-5H-pyrrolo[1,2-c]imidazol-1-yl)acetate C1(=C2N(C=N1)CCC2)CC(=O)[O-]